2-methylene-1,3-propylenedisulfonate C=C(CS(=O)(=O)[O-])CS(=O)(=O)[O-]